NN1C(C=C(C=C1Cl)Cl)N 1,2-diamino-4,6-dichloropyridin